2-[2-(4-chloro-phenyl)-6-fluoro-benzoimidazol-1-yl]-2,N-dicyclohexyl-acetamide ClC1=CC=C(C=C1)C1=NC2=C(N1C(C(=O)NC1CCCCC1)C1CCCCC1)C=C(C=C2)F